8-[(2S,4S,5R)-4-(4-fluoro-N-methyl-anilino)-2,5-dimethyl-1-piperidyl]-5-methyl-6-oxo-1,5-naphthyridine-2-carbonitrile FC1=CC=C(N(C)[C@H]2C[C@@H](N(C[C@H]2C)C2=CC(N(C=3C=CC(=NC23)C#N)C)=O)C)C=C1